C(#N)[C@H](C[C@H]1C(NCC1)=O)NC([C@@H](CC1CC1)N1C(C2=C(CC1)C=CN2)=O)=O (2R)-N-[(1S)-1-cyano-2-[(3S)-2-oxopyrrolidin-3-yl]ethyl]-3-cyclopropyl-2-(7-oxo-4,5-dihydro-1H-pyrrolo[2,3-c]pyridin-6-yl)propanamide